C(=O)(OC(C)(C)C)NCCOCCOCCN N-Boc-3,6-dioxaoctane-1,8-diamine